Cl.ClC=1C(=C(CN(CCN)CCSC)C=CC1)F N1-(3-chloro-2-fluorobenzyl)-N1-(2-(methylthio)ethyl)ethane-1,2-diamine hydrochloride